(1s,2s)-N-(6-(1H-pyrazol-3-yl)imidazo[1,2-a]pyridin-2-yl)-2-fluorocyclopropane-1-carboxamide N1N=C(C=C1)C=1C=CC=2N(C1)C=C(N2)NC(=O)[C@H]2[C@H](C2)F